C1CCC2=C(C=3CCCC3C=C12)NC=1OC(CN1)(C(=O)O)C1=NOC(=C1)C(C)(C)O 2-((1,2,3,5,6,7-hexahydro-s-indacen-4-yl)amino)-5-(5-(2-hydroxypropan-2-yl)isoxazol-3-yl)-4,5-dihydrooxazole-5-carboxylic acid